BrC(CO)C(CO)Br 2,3-Dibromo-1,4-butandiol